C(CCC)(=O)OC(CCC(CCCC)N(C(=O)S(=O)(=O)CCCN1CCCC1)CCCC(=O)OC(C)(C)C)CCCCCCC 4-[(4-tert-butoxy-4-oxo-butyl)-(3-pyrrolidin-1-ylpropylsulfonylcarbonyl) amino]1-heptyloctyl butyrate